(S)-N-(2,6-Dioxopiperidin-3-yl)-2-(pyridin-3-yl)acetamide O=C1NC(CC[C@@H]1NC(CC=1C=NC=CC1)=O)=O